1-[2,4-dichloro-5-(tetrahydrofuran-3-ylmethoxy)phenyl]-3-[(1S)-1-(2-pyrimidin-2-yl-1,2,4-triazol-3-yl)ethyl]urea ClC1=C(C=C(C(=C1)Cl)OCC1COCC1)NC(=O)N[C@@H](C)C=1N(N=CN1)C1=NC=CC=N1